CC1=CC(=C(C(=C1C)C=1C(=C(C=C(C1C)C)C(C)(C)C)O)O)C(C)(C)C 5,5',6,6'-tetramethyl-3,3'-ditert-butyl-1,1'-biphenyl-2,2'-diol